5-((5-amino-1H-pyrazol-3-yl)amino)-6-(4-methoxyphenyl)-2,3-diphenylpyrazolo[1,5-a]pyrimidin-7(4H)-one NC1=CC(=NN1)NC=1NC=2N(C(C1C1=CC=C(C=C1)OC)=O)N=C(C2C2=CC=CC=C2)C2=CC=CC=C2